FC(C1=CC=C(C[C@@H]2[C@@H]([C@H](OC2)C2=CC(=C(C(=C2)OC)OC)OC)CO)C=C1)(F)F ((2S,3R,4R)-4-(4-(trifluoromethyl)benzyl)-2-(3,4,5-trimethoxyphenyl)tetrahydrofuran-3-yl)methanol